ClC=1C(=NN(C1C=1C=NC(=CC1CC)C[C@H](C(F)(F)F)C)CC)C(=O)OCC |o1:15| Ethyl (R*)-4-chloro-1-ethyl-5-(4-ethyl-6-(3,3,3-trifluoro-2-methylpropyl)pyridin-3-yl)-1H-pyrazole-3-carboxylate